C(C1=C(C(=C(C(=C1)C)O)N)C)C1=C(C(=C(C(=C1)C)O)N)C 4,4'-methylenebis(2-amino-3,6-dimethylphenol)